CC1=C(C(=O)OCC2=CC=CC=C2)C=C(C=C1)C=1CCN(CC1)C benzyl 2-methyl-5-(1-methyl-3,6-dihydro-2H-pyridin-4-yl)benzoate